N-[5-[3-aminocyclopentyl]-2-tert-butyl-pyrazol-3-yl]-6-[4-[tert-butyl-(dimethyl)silyl]oxybutoxy]pyridin-2-amine NC1CC(CC1)C=1C=C(N(N1)C(C)(C)C)NC1=NC(=CC=C1)OCCCCO[Si](C)(C)C(C)(C)C